C(C)N(C[C@@H](CC(C(C)C)=O)O)C (R)-6-(ethyl-(methyl)amino)-5-hydroxy-2-methylhexan-3-one